NC1=CC2=C(C=N1)CN(C2)C(=O)NCC2CC21CCN(CC1)C(=O)OC(C)(C)C tert-Butyl 2-[[(6-amino-1,3-dihydropyrrolo[3,4-c]pyridine-2-carbonyl)amino]methyl]-6-azaspiro[2.5]octane-6-carboxylate